CC1=C2C(C(=CN(C2=NC(=C1)N1CC(C1)C(NC1=NN(C(=C1)C)CCC)=O)C1=NC(=NS1)C1=NC=CC=C1)C(=O)O)=O 5-methyl-7-{3-[(5-methyl-1-propyl-1H-pyrazol-3-yl)carbamoyl]azetidin-1-yl}-4-oxo-1-[3-(pyridin-2-yl)-1,2,4-thiadiazol-5-yl]-1,4-dihydro-1,8-naphthyridine-3-carboxylic acid